2-methyl-1-oxo-1,2-dihydro-2,7-naphthyridin CN1C(C2=CN=CC=C2C=C1)=O